(4-(2-fluorophenyl)piperazin-1-yl)(3-(4-phenyl-1H-imidazol-2-yl)-1H-indazol-5-yl)methanone FC1=C(C=CC=C1)N1CCN(CC1)C(=O)C=1C=C2C(=NNC2=CC1)C=1NC=C(N1)C1=CC=CC=C1